FC(C1=CC=NN1)(F)F 5-(trifluoromethyl)pyrazol